(2s,4s)-2-(4-(2,5-Difluoro-4-methylphenyl)piperidine-1-carbonyl)-7-oxa-5-azaspiro[3.4]octan FC1=C(C=C(C(=C1)C)F)C1CCN(CC1)C(=O)C1CC2(C1)NCOC2